acryloxyethyl ethyl phosphate P(=O)(OCCOC(C=C)=O)(OCC)[O-]